FC1=C(OC2=NC=CC=C2C(=O)N)C=CC(=C1)CC(=O)NC1=NN2C(C=C(C=C2)OCC(C)(C)O)=N1 2-(2-fluoro-4-(2-((7-(2-hydroxy-2-methylpropyloxy)-[1,2,4]triazolo[1,5-a]pyridin-2-yl)amino)-2-oxoethyl)phenoxy)pyridine-3-carboxamide